CN(C)CCOC(C(=C)C)=O.C=CC1=CC=CC=C1 styrene dimethylaminoethyl-methacrylate